COC1=NC(=NN2C1=C(C=C2)C=2C=C1N=CC=NC1=CC2)N[C@@H]2CC[C@H](CC2)C trans-4-((4-Methoxy-5-(quinoxalin-6-yl)pyrrolo[2,1-f][1,2,4]triazin-2-yl)amino)-1-methylcyclohexan